NC1=C(C=C(C=C1)P(C)(C)=O)OC([2H])([2H])[2H] (4-amino-3-(methoxy-d3)phenyl)dimethylphosphine oxide